N-(3-(3-((2,6-Dioxopiperidin-3-yl)amino)-4-methylphenyl)prop-2-yn-1-yl)-5-(8-(7-ethyl-1,3-dimethyl-2-oxo-1,2-dihydroquinolin-5-yl)isoquinolin-3-yl)picolinamide O=C1NC(CCC1NC=1C=C(C=CC1C)C#CCNC(C1=NC=C(C=C1)C=1N=CC2=C(C=CC=C2C1)C1=C2C=C(C(N(C2=CC(=C1)CC)C)=O)C)=O)=O